O\N=C\C(\C(=O)OCC)=N/NC1=CC(=C(C(=C1)F)F)F Ethyl (2E,3E)-3-(hydroxyimino)-2-[2-(3,4,5-trifluorophenyl)hydrazinylidene]propanoate